COC(C1=C(C=C(C(=C1)F)C(F)(F)F)NC1=C(C=C(C=C1)Cl)C=O)=O.C1(CC1)C1=CC=CC(=N1)C(=O)NC1=CC2=CN(N=C2C=C1C(C)(C)O)C1CCC(CC1)C=O 6-Cyclopropyl-N-[2-(4-formylcyclohexyl)-6-(1-hydroxy-1-methyl-ethyl)indazol-5-yl]pyridine-2-carboxamide methyl-2-((4-chloro-2-formylphenyl)amino)-5-fluoro-4-(trifluoromethyl)-benzoate